C(=O)(O)[C@H](CCCCNC(=O)N1NC=C(C=C1)[18F])NC(=O)N[C@H](C(=O)O)CC(=O)O (2S)-2-({[(1S)-1-carboxy-5-{[5-[18F]fluoropyridazin-2-yl]formamido}pentyl]carbamoyl}amino)butanedioic acid